C12CNCC(CC1)N2C2=C(C=C(C=C2)C=2N=C(SC2)NC([C@H](C)N2C=NC=1N(C(N(C(C21)=O)C)=O)C)=O)F (2S)-N-(4-(4-(3,8-diazabicyclo[3.2.1]octan-8-yl)-3-fluorophenyl)thiazol-2-yl)-2-(1,3-dimethyl-2,6-dioxo-1,2,3,6-tetrahydro-7H-purin-7-yl)propionamide